ClC1=CC(=C(C=C1)C)OCC(=O)O 4-chloro-o-tolyloxyacetic acid